FC1=C(C(=CC=C1)OC)C1=CC(=NC=C1C(=O)NC=1SC(=NN1)OCC1=NC=C(N=C1)[C@H](C)O)C 4-(2-fluoro-6-methoxyphenyl)-N-(5-((5-((S)-1-hydroxyethyl)pyrazin-2-yl)methoxy)-1,3,4-thiadiazol-2-yl)-6-methylnicotinamide